N-(5-((6-((R)-3-(2,5-difluorophenyl)isoxazolidine-2-yl)pyrimidine-4-yl)amino)-2-(4-(dimethylamino)piperidine-1-yl)-4-methoxyphenyl)acrylamide FC1=C(C=C(C=C1)F)[C@@H]1N(OCC1)C1=CC(=NC=N1)NC=1C(=CC(=C(C1)NC(C=C)=O)N1CCC(CC1)N(C)C)OC